FC(C1=NC2=C(N1C1=NC(=NC(=N1)N1CCOCC1)N1CCOCC1)C=CC=C2)F 2-(2-difluoromethyl-benzimidazol-1-yl)-4,6-dimorpholinyl-1,3,5-triazine